C(CC)N1N=CC(=C1)NC1=NC=CC=N1 2-((1-propyl-1H-pyrazol-4-yl)amino)pyrimidin